ClC1=C(C=NC(=C1)C(F)(F)F)N 4-chloro-6-(trifluoromethyl)pyridin-3-amine